N-(trans-4-(2-(4-(2-Chloro-3-ethylphenyl)piperazin-1-yl)ethyl)cyclohexyl)indole-2-carboxamide ClC1=C(C=CC=C1CC)N1CCN(CC1)CC[C@@H]1CC[C@H](CC1)NC(=O)C=1NC2=CC=CC=C2C1